4-(6-chloropyrido[3,2-d]pyrimidin-4-yl)thiomorpholine ClC=1C=CC=2N=CN=C(C2N1)N1CCSCC1